C(C)[N+](CCO)(C)C N-ethyl-2-hydroxy-N,N-dimethylethanaminium